(S)-methyl-2-((tert-butoxycarbonyl)amino)-3-((S)-2-oxopyrrolidin-3-yl)propanoate COC([C@H](C[C@H]1C(NCC1)=O)NC(=O)OC(C)(C)C)=O